(R)-N-ethyl-5-fluoro-1-(5-(pyridin-2-yl)-2,3-dihydro-1H-indene-2-carbonyl)indoline-6-sulfonamide C(C)NS(=O)(=O)C1=C(C=C2CCN(C2=C1)C(=O)[C@@H]1CC2=CC=C(C=C2C1)C1=NC=CC=C1)F